3-((4-((7-(((1R,2S,4R)-1,7,7-trimethylbicyclo[2.2.1]heptan-2-yl)amino)heptyl)amino)phenyl)amino)piperidine-2,6-dione C[C@@]12[C@H](C[C@@H](CC1)C2(C)C)NCCCCCCCNC2=CC=C(C=C2)NC2C(NC(CC2)=O)=O